Methyl (2-((S)-5-thioxo-1-(2,3,5-trifluorobenzyl)pyrrolidin-2-yl)acetyl)-L-valyl-L-isoleucinate S=C1CC[C@H](N1CC1=C(C(=CC(=C1)F)F)F)CC(=O)N[C@@H](C(C)C)C(=O)N[C@@H]([C@@H](C)CC)C(=O)OC